BrC=1N=C(SC1)OCC1=C(C=C(C=C1)Cl)F 4-bromo-2-[(4-chloro-2-fluoro-phenyl)methoxy]thiazole